6-(4,4,5,5-tetramethyl-1,3,2-dioxaborolan-2-yl)-1-(methyl-d3)-3,4-dihydroquinolin-2-one CC1(OB(OC1(C)C)C=1C=C2CCC(N(C2=CC1)C([2H])([2H])[2H])=O)C